cetyl-octadecyl-glucose C(CCCCCCCCCCCCCCC)[C@@](C(=O)CCCCCCCCCCCCCCCCCC)(O)[C@@H](O)[C@H](O)[C@H](O)CO